N[C@@H]1C[C@@H](CN(C1)C)C1=CC=C(C=C1)N1CCC2(CCN(CC2)C2=CC(=C(C=C2)C2C(NC(CC2)=O)=O)C)CC1 3-(4-(9-(4-((3R,5R)-5-amino-1-methylpiperidin-3-yl)phenyl)-3,9-diazaspiro[5.5]undecan-3-yl)-2-methylphenyl)piperidine-2,6-dione